COCCOCC1=C2C(=NC=C1)C1(OCC2)COCC1 4'-((2-Methoxyethoxy)Methyl)-4,5,5',6'-Tetrahydro-2H-Spiro[Furan-3,8'-Pyrano[3,4-b]Pyridine]